C\C(=C/CCC(C=C)=C)\CCC=C(C)C (E)-7,11-dimethyl-3-methylene-1,6,10-dodecatriene